1-(6-methoxypyridin-3-yl)propan-1-one COC1=CC=C(C=N1)C(CC)=O